(oxetan-3-ylmethyl)-1H-pyrazol O1CC(C1)CN1N=CC=C1